ClC1=C(C(=O)NC2=C(N=NS2)C(=O)OCC)C=CC=C1C(F)(F)F ethyl 5-[2-chloro-3-(trifluoromethyl)benzamido]-1,2,3-thiadiazole-4-carboxylate